C(=O)O.CNC1CCN(CC1)C1=CC=C(C=C1)C1C(NC(CC1)=O)=O 3-[4-[4-(methylamino)-1-piperidyl]phenyl]piperidine-2,6-dione formic acid salt